tert-butyl 3-[5-(hydrazinecarbonyl)-3-methyl-1H-pyrazol-1-yl]propanoate N(N)C(=O)C1=CC(=NN1CCC(=O)OC(C)(C)C)C